2-(4-(2-(4-(7-(6-cyano-5-(trifluoromethyl)pyridin-3-yl)-8-oxo-6-thioxo-5,7-diazaspiro[3.4]oct-5-yl)-2-ethylphenoxy)ethyl)piperidin-1-yl)propanamide C(#N)C1=C(C=C(C=N1)N1C(N(C2(CCC2)C1=O)C1=CC(=C(OCCC2CCN(CC2)C(C(=O)N)C)C=C1)CC)=S)C(F)(F)F